O=C1N(CC2=CC(=CC=C12)O[C@@H]1[C@H](CCCC1)N1CC(C1)C1=CC=C2C=CC=NC2=C1)C1C(NC(CC1)=O)=O 3-(1-oxo-5-(((1S,2S)-2-(3-(quinolin-7-yl)azetidin-1-yl)cyclohexyl)oxy)isoindolin-2-yl)piperidine-2,6-dione